CCCCCCCCCCCCCCCCCCCCCCCCCCCCCCCCC n-tritriacontane